(3S,4S)-3-methoxy-4-methyl-pyrrolidine-1-carboxylic acid tert-butyl ester C(C)(C)(C)OC(=O)N1C[C@H]([C@H](C1)C)OC